ClC=1N=CC2=C(N1)C(=CN2C2CC2)C2C[C@H]([C@H](C2)F)F 2-chloro-5-cyclopropyl-7-((1s,3R,4S)-3,4-difluorocyclopentyl)-5H-pyrrolo[3,2-d]pyrimidine